COC(=O)C1=NN(C(=C1)CSC1=CC2=CC=CC=C2C(=C1)O)C 5-[[(4-hydroxy-2-naphthalenyl)thio]methyl]-1-methyl-1H-pyrazole-3-carboxylic acid methyl ester